dimethyl-1,2-oxazol CC=1C(=NOC1)C